C(C)(C)OC(=O)C=1C(=C(N2C=C(C=C2C1)C1=CC=NN1C)C(C)N1CCN(CC1)C(=O)OC(C)(C)C)C 5-(1-(4-(tert-butoxycarbonyl)piperazin-1-yl)ethyl)-6-methyl-2-(1-methyl-1H-pyrazol-5-yl)indolizine-7-carboxylic acid isopropyl ester